ClC=1C=C(C(=NC1)OC)S(=O)(=O)NC1=C(C(=C(C=C1)F)CCC=1C=C2C(=NC1)NC=C2)F 5-chloro-N-[2,4-difluoro-3-(2-[1H-pyrrolo[2,3-b]pyridin-5-yl]ethyl)phenyl]-2-methoxypyridine-3-sulfonamide